(S)-4-(2-(4-(2-acetyl-5-chlorophenyl)-3-methoxy-6-oxopyridazin-1(6H)-yl)-3-phenylpropionamido)benzenesulfonic acid C(C)(=O)C1=C(C=C(C=C1)Cl)C=1C(=NN(C(C1)=O)[C@H](C(=O)NC1=CC=C(C=C1)S(=O)(=O)O)CC1=CC=CC=C1)OC